(6z,9z,28z,31z)-triacontane CCCCCCCCCCCCCCCCCCCCCCCCCCCCCC